1-(2-(2-(2-Bromobenzyl)-4,6-dimethylphenoxy)ethyl)-4-methylpiperazine BrC1=C(CC2=C(OCCN3CCN(CC3)C)C(=CC(=C2)C)C)C=CC=C1